difluoromethyl-N-benzyltryptophan methyl ester COC([C@@H](N(CC1=CC=CC=C1)C(F)F)CC1=CNC2=CC=CC=C12)=O